N1(CCC1)CC=1C(=C(C=CC1)C=1C=C2C(=CN1)NN=C2C=2C=NN(C2)C)C(F)(F)F 5-(3-(azetidin-1-ylmethyl)-2-(trifluoromethyl)phenyl)-3-(1-methyl-1H-pyrazol-4-yl)-1H-pyrazolo[3,4-c]pyridine